(E)-4-Bromo-1-morpholinobut-2-en-1-one BrC/C=C/C(=O)N1CCOCC1